Tert-butyl 4-(6-benzyl-4-cyano-3-((methylsulfonyl)oxy)-5,6,7,8-tetrahydro-2,6-naphthyridin-1-yl)-2-(cyanomethyl)piperazine-1-carboxylate C(C1=CC=CC=C1)N1CC=2C(=C(N=C(C2CC1)N1CC(N(CC1)C(=O)OC(C)(C)C)CC#N)OS(=O)(=O)C)C#N